N-tert-butyloxycarbonyl-prolyl-isoleucyl-selenomethionine methyl ester COC([C@@H](NC([C@@H](NC([C@H]1N(CCC1)C(=O)OC(C)(C)C)=O)[C@@H](C)CC)=O)CC[Se]C)=O